tert-butyl (S)-5-methoxy-4-((2-(4-(methoxycarbonyl)phenyl)-4-oxopiperidin-1-yl)methyl)-7-methyl-1H-indole-1-carboxylate COC=1C(=C2C=CN(C2=C(C1)C)C(=O)OC(C)(C)C)CN1[C@@H](CC(CC1)=O)C1=CC=C(C=C1)C(=O)OC